[Si](C1=CC=CC=C1)(C1=CC=CC=C1)(C(C)(C)C)OC[C@@H](C=O)C (S)-3-((tert-butyldiphenylsilyl)oxy)-2-methylpropanal